C(N)(=O)C=1N(C2=CC(=CC=C2C1)OC(F)(F)F)C=1C=CC2=C(C(=CO2)C(=O)O)C1 5-(2-carbamoyl-6-(trifluoromethoxy)-1H-indol-1-yl)benzofuran-3-carboxylic acid